OC[C@@H](C1=CC=CC=C1)N1N=C(C=C1C(=O)NC)C(=O)N 1-((R)-2-hydroxy-1-phenylethyl)-N5-methyl-1H-pyrazole-3,5-dicarboxamide